[Si](C1=CC=CC=C1)(C1=CC=CC=C1)(C(C)(C)C)OC1CC(N(C1)C(=O)[O-])C#C 4-((tert-butyldiphenylsilyl)oxy)-2-ethynylpyrrolidine-1-carboxylate